C(C1=CC=CC=C1)OC=1C=C(C(=O)NCCO)C=CC1OCC1=CC=CC=C1 3,4-bis(benzyloxy)-N-(2-hydroxyethyl)benzamide